N-(3-(DIMETHYLAMINO)PROPYL)-N-(1-METHYL-1H-INDAZOL-7-YL)-1-(4-(TRIFLUOROMETHYL)PYRIDINE-2-YL)-1H-PYRAZOLE-4-SULFONAMIDE CN(CCCN(S(=O)(=O)C=1C=NN(C1)C1=NC=CC(=C1)C(F)(F)F)C=1C=CC=C2C=NN(C12)C)C